C1=CC(=CC=C1N)Cl The molecule is a chloroaniline in which the chloro atom is para to the aniline amino group. It is a chloroaniline and a member of monochlorobenzenes.